tert-Butyl 3-{1-[(1-benzyl-1H-1,2,3-triazol-4-yl)methyl]-4-fluoro-1H-indazol-3-yl}azetidine-1-carboxylate C(C1=CC=CC=C1)N1N=NC(=C1)CN1N=C(C2=C(C=CC=C12)F)C1CN(C1)C(=O)OC(C)(C)C